FC1=C(C=CC(=C1)[C@H]1NC[C@H](C1)O)C=1N=C2SC3=C(N2C1)C=C(C(=C3)C(=O)NCCCN3CCC(CC3)F)OC 2-(2-fluoro-4-((2S,4S)-4-hydroxypyrrolidin-2-yl)phenyl)-N-(3-(4-fluoropiperidin-1-yl)propyl)-6-methoxybenzo[d]imidazo[2,1-b]thiazole-7-carboxamide